C1(CC1)CS(=O)(=O)N1C=CC2=C(C=CC=C12)C1=CC(=C2NC(C=3N(C2=C1C)C(=NN3)C)(C)C)F 8-[1-(cyclopropyl-methylsulfonyl)-1H-indol-4-yl]-6-fluoro-1,4,4,9-tetramethyl-5H-[1,2,4]triazolo[4,3-a]quinoxaline